N(=[N+]=[N-])CCOCCOCCOCCOC1=C(C(N(N=C1)C)=O)C1=CC=C(C=C1)C[C@@H](C(=O)OC)NC(=O)C=1N(C=CC1)C methyl (S)-3-(4-(5-(2-(2-(2-(2-azidoethoxy)ethoxy)ethoxy)ethoxy)-2-methyl-3-oxo-2,3-dihydropyridazin-4-yl)phenyl)-2-(1-methyl-1H-pyrrole-2-carboxamido)propanoate